5-(2,6-difluorophenyl)-9-(4-(2-fluoroethyl)-3-methylpiperazin-1-yl)-3,7-dimethyl-1,6-dihydropyrazolo[4,3-d]pyrido[4,3-f][1,3]diazepine FC1=C(C(=CC=C1)F)C=1NC2=C(C3=C(N1)C(=NN3)C)C=C(N=C2C)N2CC(N(CC2)CCF)C